[bis(triphenyleneyl)]Biphenyl C1(=CC=CC=2C3=CC=CC=C3C3=CC=CC=C3C12)C1=CC=C(C=C1)C1=CC=C(C=C1)C1=CC=CC=2C3=CC=CC=C3C3=CC=CC=C3C12